[N+](=O)([O-])[O-].C(CCCCCCCCCCCCCCCCC)(=O)NCCC[N+](C)(C)CCO stearamidopropyl-(2-hydroxyethyl)dimethylammonium nitrate